2-methyl-3-oxo-2-azabicyclo[5.1.0]octan CN1C2CC2CCCC1=O